trans-3-(2,2-dichlorovinyl)-2,2-dimethyl-cyclopropanecarboxylic acid ClC(=C[C@@H]1C([C@H]1C(=O)O)(C)C)Cl